C(C)OC(C(C(C)N)(C)O)=O 3-amino-2-hydroxy-2-methylbutanoic acid ethyl ester